4-cyclopropyl-N-(5-(5-methyl-1,2,4-oxadiazol-3-yl)-2,3-dihydro-1H-inden-1-yl)oxazole-5-carboxamide C1(CC1)C=1N=COC1C(=O)NC1CCC2=CC(=CC=C12)C1=NOC(=N1)C